ClC=1C(=C2C=NNC2=C(C1F)C(C)S(=O)(=O)C)C=1N=CC=2N(C1)C=C(N2)NC(=O)C2C(C2)F N-(6-(5-chloro-6-fluoro-7-(1-(methylsulfonyl)ethyl)-1H-indazol-4-yl)imidazo[1,2-a]pyrazin-2-yl)-2-fluorocyclopropane-1-carboxamide